2,2-dioleyl-4-dimethylaminomethyl-[1,3]-dioxolane C(CCCCCCC\C=C/CCCCCCCC)C1(OCC(O1)CN(C)C)CCCCCCCC\C=C/CCCCCCCC